O=C1N(CC2=C1SC(=C2)B2OC(C(O2)(C)C)(C)C)C2C(NC(CC2)=O)=O 3-[6-oxo-2-(4,4,5,5-tetramethyl-1,3,2-dioxaborolan-2-yl)-4H-thieno[2,3-c]pyrrol-5-yl]piperidine-2,6-dione